C(C1=CC=CC=C1)C1=NC(=C2NC=NC2=N1)N.[P].[N] nitrogen phosphorus benzyladenine